O[C@H]([C@H](CO)NC(C1=CC=C(C=C1)C)=O)C1=CC=CC=C1 N-[(1S,2S)-1,3-bisHydroxy-1-phenylpropan-2-yl]-4-methylbenzamide